FC1(CN(C1)[C@H](C)C1=CC(=C2CN(C(C2=C1)=O)C1=CC(=CC=C1)C1(COC1)CC1=NN=CN1C)C(F)(F)F)C (R)-6-(1-(3-fluoro-3-methylazetidin-1-yl)ethyl)-2-(3-(3-((4-methyl-4H-1,2,4-triazol-3-yl)methyl)-oxetan-3-yl)phenyl)-4-(trifluoromethyl)isoindolin-1-one